C(C)(C)(C)[Si](C)(C)OC1C(CCC1)C=1SC(=C(N1)C(F)(F)F)C1=NC(=NC=C1F)Cl tert-butyl-[2-[5-(2-chloro-5-fluoro-pyrimidin-4-yl)-4-(trifluoromethyl)thiazol-2-yl]cyclopentoxy]-dimethyl-silane